ethyl 2-methyl-4-keto-5-(4-fluorophenyl)-8-(1-(4-isobutylphenyl) ethyl)-furo[3,2-e][1,3,4]triazolo[1,5-a]pyrimidine-3-carboxylate CC1=C(C=2C(N(C=3N(C2O1)C(=NN3)C(C)C3=CC=C(C=C3)CC(C)C)C3=CC=C(C=C3)F)=O)C(=O)OCC